N-(cis-3-(2-(4-(2,3-dichlorophenyl)piperazin-1-yl)ethyl)cyclobutyl)-4-methylisothiazole-5-carboxamide ClC1=C(C=CC=C1Cl)N1CCN(CC1)CC[C@H]1C[C@H](C1)NC(=O)C1=C(C=NS1)C